ClC(C(=O)N1C(COC2=C1C=CC=C2)C)Cl 4-Dichloroacetyl-3,4-dihydro-3-methyl-2H-1,4-benzoxazin